C(CCCCCCCCC=C)S(=O)(=O)[O-].[Na+] sodium undec-10-ene-1-sulfonate